N1(C=CC2=CC=CC=C12)CC(=O)N[C@H]1C[C@H](CCC1)NC1=CC(=NC2=CC=CC=C12)C(F)(F)F 2-(1H-indol-1-yl)-N-[(1r,3s)-3-{[2-(trifluoromethyl)quinolin-4-yl]amino}cyclohexyl]acetamide